CSCCCC=NO The molecule is an aliphatic aldoxime resulting from the formal condensation of 4-(methylsulfanyl)butanal with hydroxylamine. It is an aliphatic aldoxime and a methyl sulfide.